2-tert-butyl 4-methyl 5-amino-3-methylthiophene-2,4-dicarboxylate NC1=C(C(=C(S1)C(=O)OC(C)(C)C)C)C(=O)OC